FC1=C(C=C(C=C1)NC(=O)[C@@H]1[C@@H](C2CCC1C2=C(C)C)NC(=O)C2=NC=CN=C2OC)C(F)(F)F N-[(2R,3S)-3-{[4-fluoro-3-(trifluoromethyl)phenyl]carbamoyl}-7-(propan-2-ylidene)bicyclo[2.2.1]heptan-2-yl]-3-methoxypyrazine-2-carboxamide